FC1=C(C(=O)OCC)C(=CN=C1C(F)(F)F)OC1=CC=C(C=C1)OC(F)(F)F ethyl 3-fluoro-5-[4-(trifluoromethoxy)phenoxy]-2-(trifluoromethyl)isonicotinate